Cl.Cl.COC(CCCCCC(OC)=N)=N dimethylpimelimidate 2HCl